tert-butyl (2-((3-bromo-2-fluoro-6-hydroxyphenyl)amino)-1-(4,4-difluorocyclohexyl)-2-oxoethyl)carbamate BrC=1C(=C(C(=CC1)O)NC(C(C1CCC(CC1)(F)F)NC(OC(C)(C)C)=O)=O)F